dibutyl cyclohexane-1,2-dicarboxylate C1(C(CCCC1)C(=O)OCCCC)C(=O)OCCCC